3-(5,7-Difluoro-6-(6-methylpyridin-3-yl)-4-oxo-1,4-dihydro-quinolin-2-yl)-4-(methylsulfonyl)benzonitrile FC1=C2C(C=C(NC2=CC(=C1C=1C=NC(=CC1)C)F)C=1C=C(C#N)C=CC1S(=O)(=O)C)=O